2-(5-((E)-((1R,5S)-9-azabicyclo[3.3.1]nonan-3-ylidene)methyl)-1,3,4-thiadiazol-2-yl)-5-(1H-imidazol-1-yl)phenol [C@H]12CC(C[C@H](CCC1)N2)=CC2=NN=C(S2)C2=C(C=C(C=C2)N2C=NC=C2)O